Cl.BrC=1C=C(C=C(C1)F)[C@@H]1NOCC1 (R)-3-(3-bromo-5-fluorophenyl)isoxazolidine hydrochloride